ClC=1C=C(C=C2C(=C(C=NC12)C#N)N[C@H](CC)C1=CC=CC=C1)N[C@@H](C=1C=NC=CC1)C=1N=NN(C1)CC1(COC1)O 8-chloro-6-(((S)-(1-((3-hydroxyoxetan-3-yl)methyl)-1H-1,2,3-triazol-4-yl)(pyridin-3-yl)methyl)amino)-4-(((R)-1-phenylpropyl)amino)quinoline-3-carbonitrile